CC1(OB(OC1(C)C)C1=CC=C(C2=CC=CC=C12)O)C 4-(4,4,5,5-tetramethyl-1,3,2-dioxaborolan-2-yl)naphthalen-1-ol